FC1=C(C=CC=C1)C1=CC(=CN1S(=O)(=O)C=1C=NC=CC1)CNC 1-(5-(2-fluorophenyl)-1-(pyridin-3-ylsulfonyl)-1H-pyrrol-3-yl)-N-methyl-methylamine